6-((R)-1-((tert-butyldimethylsilyl)oxy)ethyl)-7-oxo-3-(propylthio)-4-thia-1-azabicyclo[3.2.0]hept-2-ene-2-carboxylate [Si](C)(C)(C(C)(C)C)O[C@H](C)C1C2SC(=C(N2C1=O)C(=O)[O-])SCCC